5-Fluoro-1-(4-fluoro-3-(4-(pyridin-2-yl)piperazine-1-carbonyl)benzyl)quinazoline-2,4(1H,3H)-dione FC1=C2C(NC(N(C2=CC=C1)CC1=CC(=C(C=C1)F)C(=O)N1CCN(CC1)C1=NC=CC=C1)=O)=O